CN(C(=O)N1CCC(=CC1)C=1C(=CC(=C(C1)NC(=O)C1=CNC(C=C1C(F)(F)F)=O)N1C[C@H](N([C@H](C1)C)C)C)F)C |r| N-[5-[1-(dimethylcarbamoyl)-3,6-dihydro-2H-pyridin-4-yl]-4-fluoro-2-[rac-(3R,5S)-3,4,5-trimethylpiperazin-1-yl]phenyl]-6-oxo-4-(trifluoromethyl)-1H-pyridine-3-carboxamide